monoaminoporphyrin aluminum [Al].NC1=C2NC(=C1)C=C1C=CC(=N1)C=C1C=CC(N1)=CC=1C=CC(N1)=C2